1-(Oxiran-2-yl)-3-phenylmethoxypropan-1-ol O1C(C1)C(CCOCC1=CC=CC=C1)O